N-((3S,4R)-4-((8-((cyclopropylmethyl)amino)-6-(2,6-dichloro-3,5-dimethoxyphenyl)pyrido[3,4-d]pyrimidin-2-yl)amino)-1-methylpyrrolidin-3-yl)acrylamide C1(CC1)CNC1=NC(=CC2=C1N=C(N=C2)N[C@H]2[C@H](CN(C2)C)NC(C=C)=O)C2=C(C(=CC(=C2Cl)OC)OC)Cl